tert-butyl (2r,4r)-2-(((S)-1-((2-amino-5-chlorobenzyl) amino)-1-oxopropan-2-yl) carbamoyl)-4-phenylpyrrolidine-1-carboxylate NC1=C(CNC([C@H](C)NC(=O)[C@@H]2N(C[C@H](C2)C2=CC=CC=C2)C(=O)OC(C)(C)C)=O)C=C(C=C1)Cl